(2-((tert-Butyldimethylsilyl)oxy)-7-(6-chloro-2-methoxypyrimidin-4-yl)-7-azaspiro[3.5]nonan-6-yl)methanol [Si](C)(C)(C(C)(C)C)OC1CC2(C1)CC(N(CC2)C2=NC(=NC(=C2)Cl)OC)CO